ClC1=NC(=CC(=C1C#N)C(F)(F)F)C=1C=NN(C1)C1CCOCC1 2-Chloro-6-(1-tetrahydropyran-4-ylpyrazol-4-yl)-4-(trifluoromethyl)pyridine-3-carbonitrile